ClC1=C(C=C2C(=C(N(C2=C1F)C)C=1NC(=NN1)[C@@H](COC)N(C)C)C=1C=NNC1)OC (S)-1-(5-(6-chloro-7-fluoro-5-methoxy-1-methyl-3-(1H-pyrazol-4-yl)-1H-indol-2-yl)-4H-1,2,4-triazol-3-yl)-2-methoxy-N,N-dimethylethan-1-amine